OC[C@@H](C)NC1=CC(=CC(=N1)C1=CC=NC=C1)C=1C=C(C=CC1C)NC(=O)N1C[C@@H](CC1)CC(F)(F)F (S)-N-(3-(6-(((R)-1-hydroxypropan-2-yl)amino)-[2,4'-bipyridin]-4-yl)-4-methylphenyl)-3-(2,2,2-trifluoroethyl)pyrrolidine-1-carboxamide